CC=1C=C(C=CC1)NC(=O)NC1=CC(=CC=C1)C 1,3-bis(m-methylphenyl)urea